O1COC2=C1C=CC=C2 benzo[1,3]dioxol